BrC=1C=NN(C1CC)CCOC 4-bromo-5-ethyl-1-(2-methoxyethyl)-1H-pyrazole